C(C)(C)(C)N(C(O)=O)CCOCC(=O)C1=NC=CC(=C1)Br.FC(F)F Trifluoromethan tert-butyl-(2-(2-(4-bromopyridin-2-yl)-2-oxoethoxy)ethyl)carbamate